1-(Cyclopropylmethyl)-N-(4'-fluoro-2'-(4-methyl-4H-1,2,4-triazol-3-yl)-[1,1'-biphenyl]-3-yl)-5-((isobutylamino)methyl)-2-oxo-1,2-dihydropyridine-3-carboxamide C1(CC1)CN1C(C(=CC(=C1)CNCC(C)C)C(=O)NC=1C=C(C=CC1)C1=C(C=C(C=C1)F)C1=NN=CN1C)=O